3-((3aS*,7aS*)-3,3-difluoro-7-oxohexahydro-1H-pyrrolo[2,3-c]pyridin-6(2H)-yl)-2,2-dimethylpropanoic acid FC1(CN[C@@H]2C(N(CC[C@@H]21)CC(C(=O)O)(C)C)=O)F |o1:4,9|